FC([C@@H]1CCC=2C(=NN(C2C1)CC[C@@H]1CC[C@@H](CC1)OC1=NC=CC=C1C)C(=O)N1CCC(CC1)O)F [(6R)-6-(Difluoromethyl)-1-(2-{cis-4-[(3-methylpyridin-2-yl)oxy]cyclohexyl}ethyl)-4,5,6,7-tetrahydro-1H-indazol-3-yl](4-hydroxypiperidin-1-yl)methanon